CN(S(=O)(=O)N1N=CN=C1)C N,N-dimethyl-1H-1,2,4-triazole-1-sulfonamide